N1(CCC1)S(=O)(=O)C1=CC=C(C(=O)O)C=C1 4-(azetidine-1-sulfonyl)benzoic acid